C1(=CC=CC=C1)[Bi](C1=CC=CC=C1)Br Diphenylbismuth bromide